C(C=C)(=O)N1CC2C(C(C1)C2)=O 3-acryloyl-3-azabicyclo[3.1.1]heptan-6-one